NC1=NC=CC=C1C1=NC=2C(=NC=C(C2)C2=CC=CC=C2)N1C1=CC=C(CN2CCC(CC2)NC(C2=CC(=NC=C2)C#N)=O)C=C1 N-(1-(4-(2-(2-Aminopyridin-3-yl)-6-phenyl-3H-imidazo[4,5-b]pyridin-3-yl)benzyl)piperidin-4-yl)-2-cyanoisonicotinamide